N1=CC(=CC=C1)\C=C\C=1C=NC=CC1 trans-1,2-bis(3-pyridyl)-ethylene